N-(4-(((R)-1-Hydroxy-4-methylpentan-2-yl)amino)-6-((S)-2-(6-methoxypyridin-3-yl)propyl)-1,3,5-triazin-2-yl)methanesulfonamide OC[C@@H](CC(C)C)NC1=NC(=NC(=N1)C[C@H](C)C=1C=NC(=CC1)OC)NS(=O)(=O)C